(R)-5-chloro-3-((S,1E,3E)-3,5-dimethylhepta-1,3-dien-1-yl)-2-(4-(4-fluorophenoxy)phenyl)-7-methyl-6,8-dioxo-2,6,7,8-tetrahydroisoquinolin-7-yl acetate C(C)(=O)O[C@]1(C(C(=C2C=C(N(C=C2C1=O)C1=CC=C(C=C1)OC1=CC=C(C=C1)F)\C=C\C(=C\[C@H](CC)C)\C)Cl)=O)C